FC(C1=CN=C2N1C=C(C=C2)C2=CNC=1N=C(N=CC12)NC1CCOCC1)F 5-(3-(difluoromethyl)imidazo[1,2-a]pyridin-6-yl)-N-(tetrahydro-2H-pyran-4-yl)-7H-pyrrolo[2,3-d]pyrimidin-2-amine